(R)-3-((1-(3-cyclohexyl-2-methylpropanoyl)-4-hydroxypiperidin-4-yl)methyl)-6-(2-fluorophenyl)pyrimidin-4(3H)-one C1(CCCCC1)C[C@H](C(=O)N1CCC(CC1)(O)CN1C=NC(=CC1=O)C1=C(C=CC=C1)F)C